C(C1=CC=CC=C1)OC1=C(C(=C2C[C@@H](N(C2=C1)C(=O)OC(C)(C)C)CN(CCC)C(=O)OC(C)(C)C)F)NCC(=O)OC(C)(C)C tert-butyl (2R)-6-(benzyloxy)-2-{[(tert-butoxycarbonyl)(propyl)amino]methyl}-5-[(2-tert-butoxy-2-oxoethyl)amino]-4-fluoro-2,3-dihydro-1H-indole-1-carboxylate